methyl 4-methoxy-2-(methylsulfanyl)pyrimidine-5-carboxylate COC1=NC(=NC=C1C(=O)OC)SC